2-chloro-5-(3-methoxypropoxy)pyrimidine ClC1=NC=C(C=N1)OCCCOC